5'-methyl-2'-((7-methyl-[1,2,4]triazolo[1,5-a]pyridin-6-yl)amino)-5',7'-dihydrospiro[cyclohexane-1,8'-imidazo[1,2-e]purin]-4-ol CN1C=2N(C=3N=C(N=CC13)NC=1C(=CC=3N(C1)N=CN3)C)C3(CN2)CCC(CC3)O